(R)-N'-((3,3-dimethyl-1,2,3,5,6,7-hexahydrodicyclopenta[b,e]pyridin-8-yl)carbamoyl)-1-(4-fluorophenyl)-5-(2-hydroxypropan-2-yl)-1H-pyrazole-3-sulfonimidamide CC1(CCC=2C1=NC1=C(C2NC(=O)N=[S@](=O)(N)C2=NN(C(=C2)C(C)(C)O)C2=CC=C(C=C2)F)CCC1)C